C(C)N1CCC(CC1)(C(=O)NC=1N=CC2=CC=C(C=C2C1)C=1N=NN(C1)C)F 1-ethyl-4-fluoro-N-(6-(1-methyl-1H-1,2,3-triazol-4-yl)isoquinolin-3-yl)piperidine-4-carboxamide